3-((2-fluoro-4-(5-(trifluoromethyl)-1,2,4-oxadiazol-3-yl)benzyl)amino)-4-((4-(trifluoromethoxy)phenyl)amino)cyclobut-3-ene-1,2-dione FC1=C(CNC=2C(C(C2NC2=CC=C(C=C2)OC(F)(F)F)=O)=O)C=CC(=C1)C1=NOC(=N1)C(F)(F)F